C1(CC1)C(C1=CC(=NN1C)S(=O)(=O)N)OC 5-(cyclopropyl-(methoxy)methyl)-1-methyl-1H-pyrazole-3-sulfonamide